CN(C(CCN(C(=O)[C@H]1N(CCC1)C([C@H](C1=CC=CC=C1)NC(=O)C1=CC2=C(S1)C=CC(=C2)C(F)(F)P(O)(O)=O)=O)C2=CC=C(C=C2)C=2SC=CN2)=O)C ((2-(((S)-2-((S)-2-((3-(dimethylamino)-3-oxopropyl)(4-(thiazol-2-yl)phenyl)carbamoyl)pyrrolidin-1-yl)-2-oxo-1-phenylethyl)carbamoyl)benzo[b]thiophen-5-yl)difluoromethyl)phosphonic acid